((5-(4-chlorophenyl)thiophen-2-yl)methyl)-(3-fluorophenyl)furan-2-carboxamide ClC1=CC=C(C=C1)C1=CC=C(S1)CC=1C(=C(OC1)C(=O)N)C1=CC(=CC=C1)F